C(C1=CC=C(C(=O)O)C=C1)(=O)O.C(C)C(CCCCO)O ethyl-1,5-pentanediol terephthalate